[Si](C)(C)(C(C)(C)C)NS(=O)(=O)C N-[tert-butyl(dimethyl)silyl]methanesulfonamide